2-oxopyridine-1-acrylic acid methyl ester COC(C=CN1C(C=CC=C1)=O)=O